2,4-dihydroxy-N,5-diisopropyl-N-phenylbenzamide OC1=C(C(=O)N(C2=CC=CC=C2)C(C)C)C=C(C(=C1)O)C(C)C